thioacetate C(C)(=S)[O-]